2,3-dihydro-1H-indene-1,3-diamine C1(CC(C2=CC=CC=C12)N)N